C(C)(C)(C)OC(NS(=O)(=O)NO[Si](C)(C)C(C)(C)C)=O (N-((tert-butyldimethylsilyl)hydroxy)aminosulfonyl)carbamic acid tert-butyl ester